NC1=NC=C(C=C1CNCCOC1=C2C(NC=NC2=CC(=C1Cl)C1=NC(=CC(=C1C(F)(F)F)C)N(CC1=CC=C(C=C1)OC)CC1=CC=C(C=C1)OC)=O)F 5-(2-(((2-amino-5-fluoropyridin-3-yl)methyl)amino)ethoxy)-7-(6-(bis(4-methoxybenzyl)amino)-4-methyl-3-(trifluoromethyl)pyridin-2-yl)-6-chloroquinazolin-4(3H)-one